1-[4-(phenyl-thio)phenyl]octane-1,2-dione C1(=CC=CC=C1)SC1=CC=C(C=C1)C(C(CCCCCC)=O)=O